CN(CCN1N=CC=C1C1=CC=C(C=C1)C1=CC=C(C=C1)C1=C(C2=C(NC(=N2)OC=2C=CC(=C(C(=O)O)C2)C)C=C1F)F)C 5-((5-(4'-(1-(2-(dimethylamino)ethyl)-1H-pyrazol-5-yl)-[1,1'-biphenyl]-4-yl)-4,6-difluoro-1H-benzo[d]imidazol-2-yl)oxy)-2-methylbenzoic acid